C(C)(=O)O[C@H]1C[C@](OC([C@@H]1N(C(=O)OC(C)(C)C)C(C)=O)[C@@H]([C@@H](COC(C)=O)OC(C)=O)OC(C)=O)(C(=O)OCC1=CC=CC=C1)SC1=CC=CC=C1 benzyl (2R,4S,5R)-4-acetoxy-5-[acetyl(tert-butoxycarbonyl)amino]-2-phenylsulfanyl-6-[(1S,2R)-1,2,3-triacetoxypropyl]tetrahydropyran-2-carboxylate